[N+](=O)([O-])C=1C=C(SC1C(=C)C)C#N 4-nitro-5-(prop-1-en-2-yl)thiophene-2-carbonitrile